C(C)(C)SC1=NC=CC=C1C=1C=C2CCC(OC2=CC1)CCC(=O)O 3-[6-(2-isopropylsulfanyl-pyridin-3-yl)-chroman-2-yl]Propionic acid